BrCC(=O)C1=C(C(=CC=C1)[N+](=O)[O-])F 2-bromo-1-(2-fluoro-3-nitro-phenyl)-ethanone